Tert-butyl 4,5,6-trimethoxy-3-(2-methoxy-2-oxoethyl)-3-methylindoline-1-carboxylate COC1=C2C(CN(C2=CC(=C1OC)OC)C(=O)OC(C)(C)C)(C)CC(=O)OC